1-(6-(4-isopropyl-4H-1,2,4-triazol-3-yl)pyridin-2-yl)-3-(pyrazolo[1,5-a]pyridin-3-yl)Urea C(C)(C)N1C(=NN=C1)C1=CC=CC(=N1)NC(=O)NC=1C=NN2C1C=CC=C2